1-(3,5-difluorobenzyl)-6-(3-(1-methoxyethyl)-5H-pyrrolo[2,3-b]pyrazin-5-yl)-2-methyl-1H-imidazo[4,5-b]pyridine FC=1C=C(CN2C(=NC3=NC=C(C=C32)N3C=CC=2C3=NC(=CN2)C(C)OC)C)C=C(C1)F